C[P+](CCCCCCCCCCCC)(C)CCCP([O-])(=O)[O-] 3-(P,P-dimethyl-P-dodecylphosphonio)-propane-1-phosphonate